FC1=CN(C=2N=NC(=CC21)C2=C(C=C(C=C2C)C(F)(F)F)O)C2CC(C2)(C)O 2-[5-fluoro-7-(cis-3-hydroxy-3-methylcyclobutyl)-7H-pyrrolo[2,3-c]pyridazin-3-yl]-3-methyl-5-(trifluoromethyl)phenol